ClC=1C(=C(C=C(C1CC1=CC(=C(C=C1)O)C(C)C)Cl)NCC(=O)OCC)F ethyl (3,5-dichloro-2-fluoro-4-(4-hydroxy-3-isopropylbenzyl)phenyl)glycinate